ClC=1N=C(C=2OCCNC2N1)Cl 2,4-dichloro-7,8-dihydro-6H-pyrimido[5,4-b][1,4]oxazine